(E)-BOC-isonicotinic acid C(=O)(OC(C)(C)C)C1=C(C(=O)O)C=CN=C1